(S)-2-(4-bromo-3,5-difluorophenyl)-6-chloro-5-((2-oxopiperidin-3-yl)amino)-1H-benzo[d]imidazole-4,7-dione BrC1=C(C=C(C=C1F)C1=NC2=C(N1)C(C(=C(C2=O)N[C@@H]2C(NCCC2)=O)Cl)=O)F